N[C@@]1(CN(CC1)C1=C(C(=NC=C1C(=O)N[C@@H](C)C1CC1)C(F)(F)F)C1=CC(=NC=C1)OC)C 4-[(3S)-3-amino-3-methylpyrrolidin-1-yl]-N-[(1S)-1-cyclopropylethyl]-2'-methoxy-2-(trifluoromethyl)-[3,4'-bipyridine]-5-carboxamide